ClC1=CC(=C(C=C1)C=1CSC2=CC(=CC=C2C1C1=CC=C(C=C1)O[C@@H]1CN(CC1)CCCF)O)F 3-(4-Chloro-2-fluorophenyl)-4-[4-[(3S)-1-(3-fluoropropyl)pyrrolidin-3-yl]oxyphenyl]-2H-thiochromen-7-ol